2-[2,4-Difluoro-5-(7-morpholin-4-yl-quinazolin-4-yl)-phenyl]-2-(3-methyl-pyrazin-2-yl)-acetamide FC1=C(C=C(C(=C1)F)C1=NC=NC2=CC(=CC=C12)N1CCOCC1)C(C(=O)N)C1=NC=CN=C1C